C1(CC1)N(C(OC(C)(C)C)=O)C1CN(CC1)C=1C=CC=2C(=NC=C(N2)C2=CC3=CN(N=C3C(=C2OCOC)F)C)N1 tert-butyl N-cyclopropyl-N-[1-[2-[7-fluoro-6-(methoxymethoxy)-2-methyl-indazol-5-yl] pyrido[2,3-b]pyrazin-6-yl]pyrrolidin-3-yl]carbamate